CN1N=CC(=C1NC(=O)O[C@H](C)C1=CC=CC=C1)C1=CC=C(C=C1)C12COC(CC1)CC2 (R)-4-(4-(1-Methyl-5-(((1-phenylethoxy)carbonyl)amino)-1H-pyrazol-4-yl)phenyl)-2-oxabicyclo[2.2.2]octan